C([C@@H]1[C@@H]([C@@H]([C@H]([C@H](O1)OC[C@@H]2[C@@H]([C@@H]([C@H]([C@H](O2)O[C@H]3[C@@H]([C@H](O[C@@H]([C@H]3O)O)CO[C@@H]4[C@H]([C@H]([C@@H]([C@H](O4)CO)O)O)O[C@@H]5[C@H]([C@H]([C@@H]([C@H](O5)CO)O)O)O)O)O[C@@H]6[C@@H]([C@H]([C@H]([C@H](O6)CO)O)O)O)O)O)O)O)O)O The molecule is a branched hexasaccharide consisting of alpha-D-Man at the reducing end having alpha-D-Gal-(1->6)-[alpha-D-Gal-(1->2)]-alpha-D-Gal and alpha-D-Man-(1->2)-alpha-D-Man groups attached at the 3- and 6-positions respectively.